OC=1C=C(C=CC1O)C=CC(=O)O 3-(3,4-dihydroxyphenyl)propenoic acid